3,3-difluoro-4-(pyrrolidin-1-yl)piperidine hydrochloride Cl.FC1(CNCCC1N1CCCC1)F